(2,3-dimercaptopropylthio) disulfide SC(CSSSSCC(CS)S)CS